C1NCC12OC(NC2)=O 5-oxa-2,7-diazaspiro[3.4]octan-6-one